CC=1N=C(SC1C)C=1C(=CC=CC1)C=1C=CC=CC1 3-(4,5-dimethylthiazol-2-yl)-2,5-biphenyl